CC1CNC=2C=C3C=CN(C3=NC2C1=O)COCC[Si](C)(C)C 12-methyl-4-[[2-(trimethylsilyl)ethoxy]methyl]-13-oxo-2,4,10-triazatricyclo[7.4.0.0[3,7]]tridec-1(9),2,5,7-tetraene